(S)-7-(2,2-dimethyltetrahydro-2H-pyran-4-yl)-indolizine-2-carboxylic acid CC1(OCC[C@@H](C1)C=1C=CN2C=C(C=C2C1)C(=O)O)C